P(=O)(OOCC)(OOCC)OOCC triethoxy phosphate